C(C1=CC=CC=C1)ON1C(C=CC=C1)=O 1-(benzyloxy)pyridin-2-one